CC(CCCC1CCCCC1)C 3-(4-methylpentyl)-cyclohexane